3,4-difluoro-4'-propyl-1,1'-Biphenyl FC=1C=C(C=CC1F)C1=CC=C(C=C1)CCC